N1C(CC1)C=1C=C(C=C2CCOCC12)C=1C=C2C(=NC1)NC=C2C 5-(8-(azetidin-2-yl)isochroman-6-yl)-3-methyl-1H-pyrrolo[2,3-b]pyridine